C(C)(C)(C)OC(C[C@H](C=C)O)=O R-3-hydroxypent-4-enoic acid tert-butyl ester